(R)-3-(3-(azetidine-3-yl)piperidin-1-yl)propionic acid methyl ester COC(CCN1C[C@H](CCC1)C1CNC1)=O